4-amino-7-fluoro-N-methyl-N-((4S)-7-(4-(trifluoromethyl)phenyl)-3,4-dihydro-1H-2-benzopyran-4-yl)-1,3-dihydrofuro[3,4-c]quinoline-8-carboxamide NC1=NC=2C=C(C(=CC2C2=C1COC2)C(=O)N([C@@H]2COCC1=C2C=CC(=C1)C1=CC=C(C=C1)C(F)(F)F)C)F